4-((tert-Butoxycarbonyl)amino)cubane-1-carboxylic acid methyl ester COC(=O)C12C3C4C5(C3C1C5C24)NC(=O)OC(C)(C)C